(1-methylcyclobutyl)-2-(pyrimidin-4-yl)-1,7-naphthyridin-4-amine CC1(CCC1)C=1C(=NC2=CN=CC=C2C1N)C1=NC=NC=C1